FC1(C(C1C(NC=1C(=NC(=CC1)C1=C(C(=NO1)C)NC1=NC(=CN=C1)OC(C)C)C)=O)C(=O)O)F 2,2-difluoro-3-((6-(4-((6-isopropoxypyrazin-2-yl)amino)-3-methylisoxazol-5-yl)-2-methylpyridin-3-yl)carbamoyl)cyclopropane-1-carboxylic acid